C(C=1C(C(=O)O)=CC=CC1)(=O)N[C@@H](C(C)C)C(=O)N[C@@H](CC1=CNC2=CC=CC=C12)C(=O)O phthaloyl-valyl-tryptophan